(1R,2S,3R,5R)-3-(4-Amino-2-chloro-7H-pyrrolo[2,3-d]pyrimidin-7-yl)-5-(1-methyl-1H-pyrazol-4-yl)cyclopentane-1,2-diol NC=1C2=C(N=C(N1)Cl)N(C=C2)[C@H]2[C@@H]([C@@H]([C@H](C2)C=2C=NN(C2)C)O)O